FCCNC=1C=CC=2NC3=CC(=CC=C3C2C1)OCCOCCOCCOC N-(2-fluoroethyl)-7-(2-(2-(2-methoxyethoxy)ethoxy)ethoxy)-9H-carbazol-3-amine